C(C(=C)C)(=O)O.C(C=C)(=O)OCCOC1=CC=CC=C1 2-phenoxyethyl acrylate methacrylate